C1(CC1)C1=NN(C(=C1C(F)(F)F)C(=O)NC1=CC(=NC=C1)SC)CC1(C2(CC2)C(C1)(F)F)C 3-Cyclopropyl-1-((6,6-difluoro-4-methylspiro[2.3]hexan-4-yl)methyl)-N-(2-(methylthio)pyridin-4-yl)-4-(trifluoromethyl)-1H-pyrazole-5-carboxamide